NCCN1CCN(CC1)C1=CC=C(NC=2N=CC3=C(N2)N(C(=C3)C(=O)N(C)C)C3CCCC3)C=C1 2-[4-[4-(2-aminoethyl)piperazin-1-yl]anilino]-7-cyclopentyl-N,N-dimethylpyrrolo[2,3-d]pyrimidine-6-carboxamide